6-(5-Chloro-2-((4-fluoro-3-(4-methylpiperazin-1-yl)phenyl)amino)pyrimidin-4-yl)-4,4-diMethyl-3,4-dihydroisoquinolin ClC=1C(=NC(=NC1)NC1=CC(=C(C=C1)F)N1CCN(CC1)C)C=1C=C2C(CN=CC2=CC1)(C)C